BrCCC=1C=C(C2=CC=CC=C2C1)C(=O)OCC Ethyl (3-bromoethyl-naphthalene-1-carboxylate)